CC1(C2=CC=CC(=C2OC=2C(=CC=CC12)P(C1=CC=CC=C1)C1=CC=CC=C1)P(C1=CC=CC=C1)C1=CC=CC=C1)C 9,9-dimethyl-4,5-bisdiphenylphosphinoxanthene